N1(CC(C1)C(=O)OC)C(=O)O[C@@H]1CC[C@H](CC1)C(N(C[C@@H]1CC[C@H](CC1)C1=CC(=C(C=C1)OC)C)C1=CC(=CC=C1)C=1C=NN(C1)C1CC1)=O 1-(trans-4-((3-(1-Cyclopropyl-1H-pyrazol-4-yl)phenyl)((trans-4-(4-methoxy-3-methylphenyl)cyclohexyl)methyl)carbamoyl)cyclohexyl) 3-methyl azetidine-1,3-dicarboxylate